tert-butyl (1-(cyclohex-1-en-1-yl)-2-oxo-1,2,3,4-tetrahydroquinolin-3-yl)carbamate C1(=CCCCC1)N1C(C(CC2=CC=CC=C12)NC(OC(C)(C)C)=O)=O